(Sa,S)-6-(1-(1-(4-(2-methoxypyrimidin-4-yl)phenyl)ethyl)-4-(propane-1-yn-1-yl)-1H-Indazole-7-carboxamido)spiro[3.3]heptane-2-carboxylic acid methyl ester COC(=O)C1CC2(C1)CC(C2)NC(=O)C=2C=CC(=C1C=NN(C21)[C@@H](C)C2=CC=C(C=C2)C2=NC(=NC=C2)OC)C#CC